N-(trans-4-(2-((S)-4-(2,3-dichlorophenyl)-3-(trifluoromethyl)piperazin-1-yl)ethyl)cyclohexyl)azetidine-1-carboxamide ClC1=C(C=CC=C1Cl)N1[C@@H](CN(CC1)CC[C@@H]1CC[C@H](CC1)NC(=O)N1CCC1)C(F)(F)F